NC=1C=C2C(C(NC2=CC1)=O)=CC1=CC=CC=C1 5-amino-3-benzylideneindolin-2-one